BrC=1SC2=C(N1)C(=CC(=C2)F)F 2-bromo-4,6-difluorobenzo[d]thiazole